3-(2-methyl-8-nitroquinolin-3-yl)pyrrolidine-2,5-dione CC1=NC2=C(C=CC=C2C=C1C1C(NC(C1)=O)=O)[N+](=O)[O-]